4-((1-(difluoromethyl)-2-methyl-1H-imidazol-4-yl)ethynyl)-N1-methyl-2,7-naphthyridin-1,6-diamine FC(N1C(=NC(=C1)C#CC1=CN=C(C2=CN=C(C=C12)N)NC)C)F